C(C)OC[C@@H](C(C)C)NC1=C(C=NC2=CC=CC=C12)N N4-[(1R)-1-(ethoxymethyl)-2-methyl-propyl]quinoline-3,4-diamine